BrC=1C=C2N(N=CC(=C2N[C@H]2C[C@H](CC2)NC(OC(C)(C)C)=O)C(N)=NC2=C(C=CC(=C2)F)CC)C1 cis-tert-butyl N-[3-[[6-bromo-3-[N'-(2-ethyl-5-fluoro-phenyl)carbamimidoyl]pyrrolo[1,2-b]pyridazin-4-yl]amino]cyclopentyl]carbamate